CC1=C(SC=2NC(N(C(C21)=O)[C@H](C)C2=CC=CC1=CC=CC=C21)=O)C2=CC(=CC=C2)C(F)(F)F (R)-5-Methyl-3-(1-(naphthalen-1-yl)ethyl)-6-(3-(trifluoromethyl)phenyl)thieno[2,3-d]pyrimidine-2,4(1H,3H)-dione